O=C1N(C(CN1C1=CC=C(C=C1)C(F)(F)F)=O)CC1=CC(=C(OC(C(=O)OCC)(C)C)C(=C1)C)C Ethyl 2-(4-((2,5-dioxo-3-(4-(trifluoromethyl)phenyl) imidazolidin-1-yl) methyl)-2,6-dimethylphenoxy)-2-methylpropionate